(3R,4R)-tert-butyl 3-(hydroxymethyl)-4-methoxypyrrolidine-1-carboxylate OC[C@H]1CN(C[C@@H]1OC)C(=O)OC(C)(C)C